FC(OC1=C(C(=NN1C)C(F)(F)F)CSC(C)=O)F thioacetic acid S-(5-difluoromethoxy-1-methyl-3-trifluoromethyl-1H-pyrazol-4-ylmethyl) ester